CO\N=C(\C(=O)NC)/C1=C(C(=CC=C1)C)CO/N=C(\C)/C1=NC=CC(=C1)/C(=N/OC)/C (2E)-2-Methoxyimino-2-[2-[[(E)-1-[4-[(E)-N-methoxy-C-methyl-carbonimidoyl]-2-pyridyl]ethylideneamino]oxymethyl]-3-methyl-phenyl]-N-methyl-acetamide